((1r,3r)-3-aminocyclobutyl)methanol hydrochloride Cl.NC1CC(C1)CO